(4S,5S,6R)-1-[(1S,3S,4S)-3,4-difluorocyclohexyl]-5,6-difluoro-3-(trifluoromethyl)-5,6-dihydro-4H-cyclopenta[c]pyrazol-4-ol F[C@H]1C[C@H](CC[C@@H]1F)N1N=C(C2=C1[C@H]([C@H]([C@H]2O)F)F)C(F)(F)F